ClC1=NC=C(C(=C1)C1=C(C=NC(=C1)C)C(=O)NC=1SC(=NN1)OC[C@@H]1OCC1)OC |r| Racemic-2'-chloro-5'-methoxy-6-methyl-N-(5-(oxetan-2-ylmethoxy)-1,3,4-thiadiazol-2-yl)-(4,4'-bipyridine)-3-carboxamide